FC(C(=O)O)(F)F.NC(C(=O)N1CCN(CC1)C(=O)NC1=NC(N(C=C1)C1=CC(=CC=C1)CCN1CC(CCC1)CN)=O)(C)C 4-(2-Amino-2-methylpropanoyl)-N-(1-(3-(2-(3-(aminomethyl)piperidin-1-yl)ethyl)phenyl)-2-oxo-1,2-dihydropyrimidin-4-yl)piperazine-1-carboxamide trifluoroacetate salt